C1(CC1)N1C(=NC2=NC=C(C=C21)N2C=CC1=C2N(CN(N1)NC=1C=NN(C1)C)N1CC(C1)(F)F)C 5-(1-cyclopropyl-2-methyl-1H-imidazo[4,5-b]pyridin-6-yl)-4-(3,3-difluoroazetidin-1-yl)-N-(1-methyl-1H-pyrazol-4-yl)pyrrolo[1,2,4]triazin-2-amine